C(C)(C)OC1=CC=C(ONC2=C(C=CC=C2)OC)C=C1 (4-isopropoxyphenoxy)-2-methoxyaniline